S1C(=NC=C1)[C@H](C)N (1S)-1-(1,3-thiazol-2-yl)ethanamine